[Sm].[Ni] Nickel-samarium